[1-methyl-1-(4-phenylphenyl)ethyl] 1,4-diazepane-1-carboxylate N1(CCNCCC1)C(=O)OC(C)(C1=CC=C(C=C1)C1=CC=CC=C1)C